C(C1=CC=CC=C1)OCC1=NN(C(N1CC)=O)C=1C=C2C(=CC(=NC2=CC1F)O)O 3-((Benzyloxy)methyl)-4-ethyl-1-(7-fluoro-2,4-dihydroxyquinolin-6-yl)-1H-1,2,4-triazol-5(4H)-one